OCCNC(CC(C(=O)OC1(CCC1)C1=CC=C(C=C1)C(F)(F)F)=C)=O 1-(4-(trifluoromethyl)phenyl)cyclobutyl 4-((2-hydroxyethyl)amino)-2-methylene-4-oxobutanoate